4-(1-(2-Fluoro-4-(4-methyl-4-(pyrrolidin-1-yl)piperidin-1-yl)phenyl)-2-methyl-1H-imidazol-4-yl)-N-(1-(methylsulfonyl)piperidin-4-yl)-5-(trifluoromethyl)pyrimidin-2-amine FC1=C(C=CC(=C1)N1CCC(CC1)(N1CCCC1)C)N1C(=NC(=C1)C1=NC(=NC=C1C(F)(F)F)NC1CCN(CC1)S(=O)(=O)C)C